2,4,9-trimethyl-7,8-dihydro-[1,3]dioxolo[4,5-g]isoquinolin-5(6H)-one CC1OC=2C(=C(C=3CCNC(C3C2C)=O)C)O1